ClC1=CC=NC2=CC(=C(C=C12)OC)OC1CCN(CC1)C(C)=O 1-(4-((4-chloro-6-methoxyquinolin-7-yl)oxy)piperidin-1-yl)ethanone